FC=CC(C(F)F)(F)F 1,3,3,4,4-pentafluoro-1-butene